pyridin-one N1C(C=CC=C1)=O